C(CC)B1OC(C)(C)C(C)(C)O1 n-propyl-boronic acid pinacol ester